(R)-3-(4-(1-(3-(1-(((R)-1-(3-(difluoromethyl)-2-fluorophenyl)ethyl)amino)-4-methylpyrido[3,4-d]pyridazin-7-yl)-5-fluorobenzyl)piperidin-4-yl)phenyl)-3-methylpiperidine-2,6-dione FC(C=1C(=C(C=CC1)[C@@H](C)NC1=C2C(=C(N=N1)C)C=NC(=C2)C=2C=C(CN1CCC(CC1)C1=CC=C(C=C1)[C@@]1(C(NC(CC1)=O)=O)C)C=C(C2)F)F)F